2-(4-fluorobenzylidene)-6-hydroxy-2,3-dihydro-1H-indene FC1=CC=C(C=C2CC3=CC(=CC=C3C2)O)C=C1